[Na].NC1=NC=C(C(=C1)S)Cl 2-amino-5-chloropyridine-4-thiol sodium salt